C(SCC(CCCCCCCCCC)(CCC)C#N)([S-])=S 2-cyano-2-propyldodecyl trithio-carbonate